3-chloro-2-iodo-6,7-dihydro-5H-pyrrolo[1,2-a]imidazol-7-ol ClC1=C(N=C2N1CCC2O)I